Methyl {8-fluoro-2-[4-(3-chlorophenyl)-1-piperazinyl]-3-[3-(trifluoromethyl)phenyl]-3,4-dihydro-4-quinazolinyl}acetate FC=1C=CC=C2C(N(C(=NC12)N1CCN(CC1)C1=CC(=CC=C1)Cl)C1=CC(=CC=C1)C(F)(F)F)CC(=O)OC